(S)-3-(3-chloro-4-fluorophenyl)-1-(8,9-difluoro-5-(2-hydroxyethyl)-6-oxo-1,4,5,6-tetrahydro-2H-pyrano[3,4-c]isoquinolin-1-yl)-1-methylurea ClC=1C=C(C=CC1F)NC(N(C)[C@@H]1COCC=2N(C(C=3C=C(C(=CC3C21)F)F)=O)CCO)=O